C(C(=C)C)(=O)OCC1=C(C(=CC(=C1)C)N=NC1=CC=C(C=C1)OC)O 2-hydroxy-3-((4-methoxyphenyl) diazenyl)-5-methylbenzyl methacrylate